3-((tertiary butylamino)methylene)-2-(1H-indol-3-yl)chroman C(C)(C)(C)NC=C1C(OC2=CC=CC=C2C1)C1=CNC2=CC=CC=C12